C1=C(C=CC2=CC=CC=C12)C[C@H]1C[C@@H](N(C1)C(=O)OC(C)(C)C)C(=O)OCC1=CC=CC=C1 2-benzyl 1-(tert-butyl) (2R,4S)-4-(naphthalen-2-ylmethyl)pyrrolidine-1,2-dicarboxylate